allyl tert-butyl (((oxybis(ethane-2,1-diyl))bis(oxy))bis(propane-3,1-diyl))dicarbamate O(CCOCCCNC(OCC=C)=O)CCOCCCNC(OC(C)(C)C)=O